NC=1CC(=CC2=C(N1)C=C(S2)C#CC2CCN(CC2)C(=O)OC(C)(C)C)C(=O)OCC Ethyl 5-amino-2-[2-(1-tert-butoxycarbonyl-4-piperidinyl) ethynyl]-6H-thieno[3,2-b]azepin-7-carboxylate